O1C(=CC=C1)C1=NN2C(N=C(N=C2N)NCCC2=CC=C(C=C2)NC2COC2)=N1 2-(furan-2-yl)-N5-(4-(oxetan-3-ylamino)phenethyl)-[1,2,4]triazolo[1,5-a][1,3,5]triazine-5,7-diamine